2-({7-amino-1-oxo-4-[3-(pyridin-3-yl)pyrazolo[1,5-a]pyridin-5-yl]-2,3-dihydro-1H-isoindol-2-yl}methyl)prop-2-enenitrile NC=1C=CC(=C2CN(C(C12)=O)CC(C#N)=C)C1=CC=2N(C=C1)N=CC2C=2C=NC=CC2